ClC=1C(=C2C=NNC2=C(C1F)NC(C)C)C=1N=CC=2N(C1)C=C(N2)NC(=O)C2CNCC2 N-(6-(5-chloro-6-fluoro-7-(isopropylamino)-1H-indazol-4-yl)imidazo[1,2-a]pyrazin-2-yl)pyrrolidine-3-carboxamide